O1NCCC1 dihydro-isoxazoline